butyl 4-(2-amino-3-bromophenyl)-3-oxopiperazine-1-carboxylate NC1=C(C=CC=C1Br)N1C(CN(CC1)C(=O)OCCCC)=O